BrC=1N=C2N(C(C1)=O)C1(NC2=O)CCCCC1 bromo-4'H-spiro[cyclohexane-1,6'-imidazo[1,5-a]pyrimidine]-4',8'(7'H)-dione